ethyl (E)-3-(3-benzoyl-1-(3-((2-(((tert-butoxycarbonyl)amino)methyl)-3-fluoroallyl)oxy)-4-chlorobenzyl)thioureido)-1H-pyrrole-2-carboxylate C(C1=CC=CC=C1)(=O)NC(N(CC1=CC(=C(C=C1)Cl)OC\C(=C\F)\CNC(=O)OC(C)(C)C)C1=C(NC=C1)C(=O)OCC)=S